C(C)(C)(C)C1=NC=C(C(=C1)C(=O)NC1=CC(=C(C=C1)C)C=1C=C(C=2N(C1)C=CN2)N2CCOCC2)F 2-Tert-butyl-5-fluoro-N-{4-methyl-3-[8-(morpholin-4-yl)imidazo[1,2-a]pyridin-6-yl]phenyl}pyridine-4-carboxamide